(S)-4-(2-((3-aminopyrrolidin-1-yl)methyl)-5-(3,5-dimethylphenyl)-1-methyl-1H-pyrrolo[2,3-c]pyridin-4-yl)-2-fluorobenzonitrile N[C@@H]1CN(CC1)CC1=CC=2C(=CN=C(C2C2=CC(=C(C#N)C=C2)F)C2=CC(=CC(=C2)C)C)N1C